8-amino-2-(o-tolyl)-3,4-dihydro-2H-benzo[b][1,4,5]oxathiazepine 1,1-dioxide NC1=CC2=C(OCCN(S2(=O)=O)C2=C(C=CC=C2)C)C=C1